CN1C(C(=C(C2=CC=C(C=C12)N1C(CCC1)=O)N1CCC(CC1)SC1=CC=CC=C1)C#N)=O 1-methyl-2-oxo-7-(2-oxopyrrolidin-1-yl)-4-[4-(phenylthio)piperidin-1-yl]-1,2-dihydroquinoline-3-carbonitrile